2-(4-acetyl-2-((7-(2-(aminomethyl)-3-fluoropyridin-4-yl)-3-(trifluoromethyl)benzofuran-5-yl)methoxy)phenyl)acetic acid C(C)(=O)C1=CC(=C(C=C1)CC(=O)O)OCC=1C=C(C2=C(C(=CO2)C(F)(F)F)C1)C1=C(C(=NC=C1)CN)F